NC1=C(C=C(N=N1)C(CNC(C)(C)C)O)C 1-(6-amino-5-methylpyridazin-3-yl)-2-(tert-butylamino)ethan-1-ol